N-(3-aminopropyl)-5,7-diphenylpyrazolo[1,5-a]pyrimidine-2-carboxamide NCCCNC(=O)C1=NN2C(N=C(C=C2C2=CC=CC=C2)C2=CC=CC=C2)=C1